6-chloro-4-((2-chlorobenzyl)amino)-1H-pyrazolo[3,4-d]pyrimidin ClC1=NC(=C2C(=N1)NN=C2)NCC2=C(C=CC=C2)Cl